tert-butyl ((2S,3S)-4-((cyclohexylmethyl)amino)-3-hydroxy-1-phenylbutan-2-yl)carbamate C1(CCCCC1)CNC[C@@H]([C@H](CC1=CC=CC=C1)NC(OC(C)(C)C)=O)O